C1(CC1)C1=NC=NC(=C1C1=NN2C(C(=N1)NCC1=CC=C(C=C1)C=1N(C=C(N1)C(F)(F)F)C(C)C)=NC=C2)OC(F)F 2-(4-cyclopropyl-6-(difluoromethoxy)pyrimidin-5-yl)-N-(4-(1-isopropyl-4-(trifluoromethyl)-1H-imidazol-2-yl)benzyl)imidazo[2,1-f][1,2,4]triazin-4-amine